C(C)(C)(C)[Si](C1=CC=CC=C1)(C1=CC=CC=C1)O[C@H]1[C@@](CC2(OCCO2)CC1)(C[N+](=O)[O-])C |r| rac-tert-Butyl(((7S,8R)-7-methyl-7-(nitromethyl)-1,4-dioxaspiro[4.5]decan-8-yl)oxy)diphenylsilane